CC1=C(C=CC=C1)C1C(C)O1 trans-1-(2-methylphenyl)propylene oxide